chloro-β-E-methoxyacrylic acid Cl/C=C(\C(=O)O)/OC